N-(3-(diethylamino)propyl)-2-(2-fluorophenyl)benzo[d]imidazo[2,1-b]thiazole-7-carboxamide C(C)N(CCCNC(=O)C1=CC2=C(N3C(S2)=NC(=C3)C3=C(C=CC=C3)F)C=C1)CC